3-bromo-5-chloro-6,6a-dihydro-1aH-indeno[1,2-b]oxirane BrC=1C=C(C=2CC3C(O3)C2C1)Cl